O1[C@@H](CC1)CN1C(=NC2=C1C=CC=C2)[C@H](C)N2CCC(CC2)C2=NC(=CC=C2)OCC2=CC=C1C=NN(C1=C2)CC(F)(F)F 1-(((S)-oxetan-2-yl)methyl)-2-((S)-1-(4-(6-((1-(2,2,2-Trifluoroethyl)-1H-indazol-6-yl)methoxy)pyridin-2-yl)piperidin-1-yl)ethyl)-1H-benzo[d]imidazole